3-(sec-butyl)-N'-cyano-6-fluoro-2-oxo-1,2,3,5-tetrahydro-4H-pyrido[3,4-e][1,4]diazepine-4-carboximidamide C(C)(CC)C1N(CC2=C(NC1=O)C=NC=C2F)C(N)=NC#N